ClC1=C(C(=CC=C1)C=1C=C2C(=NN1)NC[C@H]1N2CCN(C1)C1=NC=C(C=N1)C1CCNCC1)O (R)-2-chloro-6-(8-(5-(piperidin-4-yl)pyrimidin-2-yl)-6,6a,7,8,9,10-hexahydro-5H-pyrazino[1',2':4,5]pyrazino[2,3-c]pyridazin-2-yl)phenol